2,3-difluoro-9,10-phenanthrenequinone FC1=CC=2C(C(C3=CC=CC=C3C2C=C1F)=O)=O